N,N'-dimethyl-N,N'-di-sec-butyl-p-phenylene-diamine CN(C1=CC=C(C=C1)N(C(C)CC)C)C(C)CC